tert-Butyl 7-(2-([1-(1H-indol-2-yl) hexane-2-yl]carbamoyl)-1-benzothiophen-6-yl)-2,7-Diazaspiro[3.5]nonane-2-carboxylate N1C(=CC2=CC=CC=C12)CC(CCCC)NC(=O)C=1SC2=C(C1)C=CC(=C2)N2CCC1(CN(C1)C(=O)OC(C)(C)C)CC2